O[C@@H]1[C@H]2[C@@H]([C@H]([C@@H](C1)O2)C(=O)NC2=CC=C(C=C2)C(F)(F)F)C2=CC(=NC=C2)C(F)(F)F |r| rac-(1R,2R,3S,4R,5S)-5-hydroxy-N-(4-(trifluoromethyl)phenyl)-3-(2-(trifluoromethyl)pyridin-4-yl)-7-oxabicyclo[2.2.1]heptane-2-carboxamide